4-[2-(5-Chlorothiophen-3-yl)ethynyl]-5-methyl-1-(6-methylpyridin-3-yl)imidazole-2-carboxamide ClC1=CC(=CS1)C#CC=1N=C(N(C1C)C=1C=NC(=CC1)C)C(=O)N